7-(2-(6-(Trifluoromethyl)imidazo[1,2-a]pyrazin-3-yl)pyrimidin-4-yl)-2-oxa-7-azaspiro[3.5]nonane FC(C=1N=CC=2N(C1)C(=CN2)C2=NC=CC(=N2)N2CCC1(COC1)CC2)(F)F